C(C)(C)(C)NC1=CC=C(C=N1)C(=O)N1C[C@H](CC1)N(C(=O)N1CCOCC1)C N-[(3S)-1-[6-(tert-butylamino)pyridine-3-carbonyl]pyrrolidin-3-yl]-N-methylmorpholine-4-carboxamide